C(C)(C)(C)OC(=O)N1CCNCCC1 1,4-diazepane-1-carboxylic acid tert-butyl ester